OCCNCCN N'-(hydroxyethyl)ethylenediamine